NC1=CC(=C(C(=N1)C=1C(=CC2=C(N(C(C(N2)=O)=O)C=2C(=NC=CC2C)C(C)C)N1)Cl)C(F)(F)F)C 6-(6-amino-4-methyl-3-(trifluoromethyl)pyridin-2-yl)-7-chloro-4-(2-isopropyl-4-methylpyridin-3-yl)-1,4-dihydropyrido[2,3-b]pyrazine-2,3-dione